succinimidyl (maleimidopropionamido)hexanoate C1(C=CC(N1CCC(=O)NC(C(=O)ON1C(CCC1=O)=O)CCCC)=O)=O